FC=1C=C(C=C(C1)F)N1N=CC(=C1)C(C(=O)NC1=CC(=NN1)C1COC1)C 2-(1-(3,5-difluorophenyl)-1H-pyrazol-4-yl)-N-(3-(oxetan-3-yl)-1H-pyrazol-5-yl)propanamide